6-(8-fluoro-2-methylimidazo[1,2-a]pyridin-6-yl)-2-(piperazin-1-yl)[1,3]thiazolo[4,5-b]pyrazine FC=1C=2N(C=C(C1)C=1N=C3C(=NC1)N=C(S3)N3CCNCC3)C=C(N2)C